BrC=1SC=2C(N(C[C@H](N3C2C1OC(C3)(F)F)COC)CC3=C(C=C(C=C3)OC)OC)=O (S)-2-bromo-8-(2,4-dimethoxybenzyl)-4,4-difluoro-6-(methoxymethyl)-4,5,7,8-tetrahydro-3-oxa-1-thia-5a,8-diazabenzo[cd]azulen-9(6H)-one